5-(Azetidine-1-carbonyl)-N-((4-fluoro-2,6-diisopropylphenyl)carbamoyl)-1-methyl-1H-pyrazole-3-sulfonamide, Sodium Salt [Na].N1(CCC1)C(=O)C1=CC(=NN1C)S(=O)(=O)NC(NC1=C(C=C(C=C1C(C)C)F)C(C)C)=O